BrC/C=C/C(=O)NC=1C=C2C(=NC=NC2=CC1C#C[C@@]12CN(C([C@H]2C1)=O)C)NC1=C(C(=CC=C1)Cl)F (E)-4-bromo-N-[4-(3-chloro-2-fluoro-anilino)-7-[2-[(1R,5S)-3-methyl-4-oxo-3-azabicyclo[3.1.0]hexan-1-yl]ethynyl]quinazolin-6-yl]but-2-enamide